N,N'-Di-sec.-butylbenzidin C(C)(CC)NC1=CC=C(C=C1)C1=CC=C(NC(C)CC)C=C1